4-((2-phenylimidazo[1,2-a]pyridin-3-yl)amino)phthalic acid C1(=CC=CC=C1)C=1N=C2N(C=CC=C2)C1NC=1C=C(C(C(=O)O)=CC1)C(=O)O